4-ethenyl-8-fluoro-6-{8-fluoro-2-methylimidazo[1,2-a]pyridin-6-yl}-2-(piperidin-4-yl)isoquinolin-1-one C(=C)C1=CN(C(C2=C(C=C(C=C12)C=1C=C(C=2N(C1)C=C(N2)C)F)F)=O)C2CCNCC2